BrC1=C(C(=C(C=C1)C1=CC(=C(C(=C1)F)F)F)F)F 1-Bromo-2,3-difluoro-4-(3,4,5-trifluorophenyl)benzol